C(C)(C)(C)OC(=O)N[C@@H](CC1=CC=CC=C1)C(=O)N[C@@H](CS)C(=O)OC methyl (t-butoxycarbonyl)-L-phenylalanyl-L-cysteinate